C(C)(C)(C)OC(=O)N(S(=O)(=O)C=1C=CC(=C(C1)C=1N=NN(C1)C1(CC1)C(=O)O)N(CC1=CC=C(C=C1)C(F)(F)F)C(=O)OC(C)(C)C)C 1-[4-[5-[tert-butoxycarbonyl(methyl)sulfamoyl]-2-[tertbutoxycarbonyl-[[4-(trifluoromethyl)phenyl]methyl]amino]phenyl]triazol-1-yl]cyclopropanecarboxylic acid